The molecule is a 2'-deoxyribonucleoside 5'-diphosphate obtained by deprotonation of the diphosphate OH groups of dGDP. It has a role as a human metabolite and a Saccharomyces cerevisiae metabolite. It is a conjugate base of a dGDP. C1[C@@H]([C@H](O[C@H]1N2C=NC3=C2N=C(NC3=O)N)COP(=O)([O-])OP(=O)([O-])[O-])O